1-(((4-((1H-indol-5-yl)oxy)-6-methoxyquinolin-7-yl)oxy)methyl)-N,N-dimethylcyclopropylamine N1C=CC2=CC(=CC=C12)OC1=CC=NC2=CC(=C(C=C12)OC)OCC1(CC1)N(C)C